4-epoxycyclohexyl formate methacrylate C(C(=C)C)(=O)O.C(=O)OC1CC2C(CC1)O2